C1(CC1)C(=O)NC=1C=C2C(=CN=C(C2=CN1)NC)C=1CC(CC1)C(=O)[O-] 3-(6-(cyclopropanecarboxamido)-1-(methylamino)-2,7-naphthyridin-4-yl)cyclopent-3-ene-1-carboxylate